FC1=C(C=C(C=C1C(F)(F)F)C=1OC2=C(N1)C=CC(=C2)N2CCN(CC2)S(=O)(=O)C)O 2-Fluoro-5-(6-(4-(methylsulfonyl)piperazin-1-yl)benzo[d]oxazol-2-yl)-3-(trifluoromethyl)phenol